N1(N=CC=C1)CCNC1=C(C=C(C=C1)C1=NNCOC1)C(F)(F)F 5-[4-{[2-(1H-pyrazol-1-yl)ethyl]amino}-3-(trifluoromethyl)phenyl]-3,6-dihydro-2H-1,3,4-oxadiazin